3-chloro-1-(4-(6-chloro-7-(2-fluoro-6-hydroxyphenyl)-8-methoxyimidazo[1,2-a]pyridin-3-yl)piperazin-1-yl)propan-1-one ClCCC(=O)N1CCN(CC1)C1=CN=C2N1C=C(C(=C2OC)C2=C(C=CC=C2O)F)Cl